C(C)(C)(C)OC(=O)NC1=NN2C(N=C(C=C2)C=2N=NN(C2)C=2C=C3CN(C(C3=C(C2)C(F)(F)F)=O)[C@@H](C)C2CC2)=C1C(=O)O (S)-2-((tert-Butoxycarbonyl)amino)-5-(1-(2-(1-cyclopropylethyl)-1-oxo-7-(trifluoromethyl)isoindolin-5-yl)-1H-1,2,3-triazol-4-yl)pyrazolo[1,5-a]pyrimidine-3-carboxylic acid